C(C1=CC=CC=C1)N1C[C@H](CC1)N1CC(C2=NC(=CC=C21)C)(C)C (S)-N-(1-benzylpyrrolidin-3-yl)-3,3,5-trimethyl-2,3-dihydro-1H-pyrrolo[3,2-b]pyridine